CN(C1C(CC(CC1)NC1=NC=2N(C(C(=NC2C=N1)C1=CC(=C(C(=C1)F)NS(=O)(=O)CCC(F)(F)F)F)=O)C(C)C)F)C N-(4-(2-((4-(Dimethylamino)-3-fluorocyclohexyl)amino)-8-isopropyl-7-oxo-7,8-dihydropteridin-6-yl)-2,6-difluorophenyl)-3,3,3-trifluoropropane-1-sulfonamide